(S)-2'-chloro-6'-(5-chloro-6-fluoro-1H-1,3-benzodiazol-2-yl)-4-{[1-(2,4,6-trimethylphenyl)butyl]carbamoyl}-[1,1'-biphenyl]-2-carboxylic acid ClC1=C(C(=CC=C1)C1=NC2=C(N1)C=C(C(=C2)Cl)F)C=2C(=CC(=CC2)C(N[C@@H](CCC)C2=C(C=C(C=C2C)C)C)=O)C(=O)O